2-((4-(4-(2-methoxyethyl)-piperazin-1-yl)pyridin-2-yl)amino)benzo[d]thiazole-6-carbonitrile COCCN1CCN(CC1)C1=CC(=NC=C1)NC=1SC2=C(N1)C=CC(=C2)C#N